(((7r,8as)-2-(5-cyanopyridin-2-yl)-6-oxo-octahydropyrrolo[1,2-a]pyrazin-7-yl)methyl)carbamic acid tert-butyl ester C(C)(C)(C)OC(NC[C@H]1C[C@@H]2N(CCN(C2)C2=NC=C(C=C2)C#N)C1=O)=O